ClC1=CC=C(C(=O)C2=C(C(=O)O)C=C(C=C2F)C(CC)(O[Si](C)(C)C)C2CCOCC2)C=C1 2-(4-chlorobenzoyl)-3-fluoro-5-(1-(tetrahydro-2H-pyran-4-yl)-1-((trimethylsilyl)oxy)propyl)benzoic acid